FC(OC1=CC=2C(=C3C(=NC2C=C1OCCCN1CCCC1)CCC3)NC)F 7-(difluoromethoxy)-N-methyl-6-[3-(pyrrolidin-1-yl)propoxy]-1H,2H,3H-cyclopenta[b]quinolin-9-amine